CCN(CC)C(=O)C1=CC=CC=C1O N,N-diethylsalicylamide